[Ca].[Sr].[Cu].[Fe].[Zn] zinc-iron-copper-strontium-calcium